ClC1=CC=C(C2=C1N(C(=N2)N)C)C2COCC2 7-chloro-1-methyl-4-tetrahydrofuran-3-yl-benzoimidazol-2-amine